2,4,6-trimethylbenzenesulfenamide 1-butylheptyl-8-[2-[8-(1-butylheptoxy)-8-oxo-octoxy]-3-[2-[2-[2-(2-hydroxyethoxy)ethoxy]ethoxy]ethoxy]propoxy]octanoate C(CCC)C(CCCCCC)OC(CCCCCCCOCC(COCCOCCOCCOCCO)OCCCCCCCC(=O)OC(CCCCCC)CCCC)=O.CC1=C(C(=CC(=C1)C)C)SN